(3R)-5-azaspiro[2.5]octan-7-ol hydrochloride Cl.C1CC12CNCC(C2)O